tert-butyl 7-(2-chloro-5-oxo-1,6-naphthyridin-6-yl)-4-azaspiro[2.5]octane-4-carboxylate ClC1=NC=2C=CN(C(C2C=C1)=O)C1CCN(C2(CC2)C1)C(=O)OC(C)(C)C